C(C)(C)(C)C1=C(C=C(C=C1)C)OC 2-tertiary butyl-5-methylanisole